(S)-tetrahydrofuran-3-yl-(3-phenylpropyl)-L-tyrosine O1CC(CC1)N([C@@H](CC1=CC=C(C=C1)O)C(=O)O)CCCC1=CC=CC=C1